O=C1CC=C(C(=C1Cl)Cl)Cl 2-oxo-(3,4,5-trichlorobenzene)